(S)- and (R)-2-(1,2,3,5,6,7-Hexahydro-s-indacen-4-yl)-N-(5-(2-hydroxypropan-2-yl)thiazol-2-ylsulfonimidoyl)acetamide C1CCC2=C(C=3CCCC3C=C12)CC(=O)N[S@@](=O)(=N)C=1SC(=CN1)C(C)(C)O |r|